6-[(2S)-2-aminopropyl]-2-chloro-N-[(pyridin-4-yl)methyl]-7H-pyrrolo[2,3-d]pyrimidin-4-amine N[C@H](CC1=CC2=C(N=C(N=C2NCC2=CC=NC=C2)Cl)N1)C